ClC=1C=C(OCC(=O)NC)C=C(C1CC1=CC(=C(C=C1)O)C1=NC=CN=C1)Cl 2-(3,5-dichloro-4-(4-hydroxy-3-(pyrazin-2-yl)benzyl)phenoxy)-N-methylacetamide